isochroman-1,4-dione C1(OCC(C2=CC=CC=C12)=O)=O